9-Fluoro-5-[4-[(3S)-1-(3-fluoropropyl)pyrrolidin-3-yl]oxyphenyl]-4-(1H-indol-5-yl)-2,3-dihydro-1-benzoxepin-8-ol FC1=C(C=CC=2C(=C(CCOC21)C=2C=C1C=CNC1=CC2)C2=CC=C(C=C2)O[C@@H]2CN(CC2)CCCF)O